C1([AlH]CCO1)=O alumina-butyrolactone